CC1=NN=C(O1)C1=C(C=CC=C1)C1CCN(CC1)[C@@H]1COC2(CNC2)C1 (S)-7-(4-(2-(5-methyl-1,3,4-oxadiazole-2-yl)phenyl)piperidine-1-yl)-5-oxa-2-azaspiro[3.4]Octane